Cl.CN(C)CC1CN(CCC1(C1=CC(=CC=C1)OC)O)S(=O)(=O)C[C@]12C(C[C@H](CC1)C2(C)C)=O (1R,4S)-1-(((3-((Dimethylamino)methyl)-4-hydroxy-4-(3-methoxyphenyl)piperidin-1-yl)sulfonyl)methyl)-7,7-dimethylbicyclo[2.2.1]heptan-2-one hydrochloride